ClC1=C(C=CC(=C1F)F)N1N=CC(=C1C(F)(F)F)C(=O)NC=1C=NC(=C(C1)C#N)N1N=CC=N1 1-(2-chloro-3,4-difluorophenyl)-N-(5-cyano-6-(2H-1,2,3-triazol-2-yl)pyridin-3-yl)-5-(trifluoromethyl)-1H-pyrazole-4-carboxamide